COC1=CC2=C(N(C(N2)=O)C=2C=CC(=NC2)C(=O)NC)C=C1 5-(5-methoxy-2-oxo-2,3-dihydro-1H-benzo[d]imidazol-1-yl)-N-methylpyridinecarboxamide